O[C@@H](CC(=O)O)C R-β-hydroxybutanoic acid